IC1=CC=C(C=C1)CCC(=O)NC(C(=O)O)CC1=CC=C(C=C1)I 2-[(4-iodo)-phenylpropionamido]-3-(4-iodophenyl)-propionic acid